methyl terephthalate (methyl terephthalate) CC1=C(C(=O)O)C=CC(=C1)C(=O)O.C(C1=CC=C(C(=O)O)C=C1)(=O)OC